5-((4-((1,1-dioxidoisothiazolidin-2-yl)methyl)-6-fluoro-1H-indol-5-yl)oxy)-2-fluorobenzimidamide O=S1(N(CCC1)CC1=C2C=CNC2=CC(=C1OC=1C=CC(=C(C(N)=N)C1)F)F)=O